C(C)OC(=O)N1CC2(CC(C2)N2CCC(CC2)N(CC(F)(F)F)CC)CC1 2-{4-[ethyl-(2,2,2-trifluoroethyl)amino]piperidin-1-yl}-6-azaspiro[3.4]octane-6-carboxylic acid ethyl ester